CC(C)(C)OC(=O)N(C)C1CCNCC1 tert-butyl N-methyl-N-(piperidin-4-yl)carbamate